(1R,3R)-1-[2,6-difluoro-4-[1-[[(1S,2R)-2-fluorocyclopropyl]methyl]azetidin-3-yl]oxy-phenyl]-2-(2-fluoro-2-methyl-propyl)-3-methyl-1,3,4,9-tetrahydropyrido[3,4-b]indole FC1=C(C(=CC(=C1)OC1CN(C1)C[C@H]1[C@@H](C1)F)F)[C@H]1N([C@@H](CC2=C1NC1=CC=CC=C21)C)CC(C)(C)F